trans-3-((2,2-difluorobutyl)amino)-5-(4-hydroxycyclohexyl)pyrimido[4,5-c]isoquinolin-6(5H)-one FC(CNC=1N=CC2=C(N(C(C=3C=CC=CC23)=O)[C@@H]2CC[C@H](CC2)O)N1)(CC)F